COC1=CC=C(C/C(=C/C)/N2CCCC2=O)C=C1 1-(4-methoxybenzyl)-5-oxo-(3S)-Z-propenylpyrrolidin